N1=C(C=CC=C1)CC(CCCNCC1=NC=CC=C1)N 1,N4-bis(pyridin-2-ylmethyl)butane-1,4-diamine